C(CCCCC)S 1-Hexanethiol